(2R)-N-(4-(tert-butyl)phenyl)-1-cyano-N-(2-((6-methoxypyridin-3-yl)amino)-2-oxo-1-(pyridin-3-yl)ethyl)pyrrolidine-2-carboxamide C(C)(C)(C)C1=CC=C(C=C1)N(C(=O)[C@@H]1N(CCC1)C#N)C(C(=O)NC=1C=NC(=CC1)OC)C=1C=NC=CC1